CNCC1=CC=CC=C1 N-methyl-N-benzylamine